6-(4-((6-(3-fluoro-5-methoxyphenyl)pyridin-3-yl)methyl)-4H-thieno[3,2-b]pyrrole-3-carboxamido)spiro[3.3]heptane-2-carboxylic acid FC=1C=C(C=C(C1)OC)C1=CC=C(C=N1)CN1C2=C(C=C1)SC=C2C(=O)NC2CC1(CC(C1)C(=O)O)C2